6-{4-[(6-methoxypyridin-3-yl)oxy]piperidin-1-yl}-5-methyl-N-(pyridazin-4-ylmethyl)pyridazine-3-carboxamide COC1=CC=C(C=N1)OC1CCN(CC1)C1=C(C=C(N=N1)C(=O)NCC1=CN=NC=C1)C